ClC1=NC=C(C(=C1F)C1=CCN(C(=C1)C)C=1SC2=NC=CC=C2N1)OC 2'-chloro-3'-fluoro-5'-methoxy-6-methyl-N-(thiazolo[5,4-b]pyridin-2-yl)-[4,4'-bipyridine]